P(=O)(OC(C)(C)C)(OC(C)(C)C)OC1=C(C(=CC(=C1)C=O)C)C(C)(CCO[Si](C)(C)C(C)(C)C)C di-tert-butyl (2-(4-((tert-butyldimethylsilyl)oxy)-2-methylbutan-2-yl)-5-formyl-3-methylphenyl) phosphate